N1=C(C=CC=C1)SSCCC(=O)O 3-(2-pyridyldithio)propionic acid